(1R,2S)-2-(3-[[(3R)-3-(hydroxymethyl)-2H,3H-furo[2,3-c]pyridin-7-yl]amino]-1H-indazol-6-yl)-5'-methoxy-1'H-spiro[cyclopropan-1,3'-indol]-2'-one OC[C@@H]1COC2=C(N=CC=C21)NC2=NNC1=CC(=CC=C21)[C@@H]2C[C@@]21C(NC2=CC=C(C=C12)OC)=O